P(=O)(OC(C)(C)C)(OC(C)(C)C)OC1=C(C(=CC(=C1)C=O)C)C(C)(CCO[Si](C)(C)C(C)(C)C)C di-tert-butyl (2-(4-((tert-butyldimethylsilyl) oxy)-2-methylbutan-2-yl)-5-formyl-3-methylphenyl) phosphate